ClC=1C=CC(=NC1)C1(OC2=C(O1)C=CC=C2CC2CN(C2)CC2=NC1=C(N2CC2=CN=CN2CC)C=C(C=C1)C(=O)O)C 2-[(3-{[2-(5-chloropyridin-2-yl)-2-methyl-2H-1,3-benzodioxol-4-yl]methyl}azetidin-1-yl)methyl]-1-[(1-ethyl-1H-imidazol-5-yl)methyl]-1H-1,3-benzodiazole-6-carboxylic acid